N-[3-(7-{[(3S,4R)-3-fluoro-1-methylpiperidin-4-yl]amino}-3-(2,2,2-trifluoroethyl)pyrazolo[1,5-a]piperidin-2-yl)prop-2-yn-1-yl]-1-methyl-6-oxo-1,6-dihydropyridine-3-carboxamide F[C@H]1CN(CC[C@H]1NC1CCCC=2N1N=C(C2CC(F)(F)F)C#CCNC(=O)C2=CN(C(C=C2)=O)C)C